S1C=NC2=C1C=C(C=C2)C2=NC(=NC=C2)N (4-(Benzothiazol-6-yl)pyrimidin-2-yl)amine